Kalium tellurit [Te](=O)([O-])[O-].[K+].[K+]